COC(C1CCN(CC1)C1=CC(=C(C=C1)B1OC(C(O1)(C)C)(C)C)C)OC 4-(dimethoxymethyl)-1-(3-methyl-4-(4,4,5,5-tetramethyl-1,3,2-dioxaborolan-2-yl)phenyl)piperidine